1-(3-methylbenzo[d]isoxazol-5-yl)cyclopropanecarboxylic acid CC1=NOC2=C1C=C(C=C2)C2(CC2)C(=O)O